ClC1=NC2=CC(=CC(=C2C=C1C1=CC=C(C=C1)F)C(C)O)C 1-(2-chloro-3-(4-fluorophenyl)-7-methylquinolin-5-yl)ethan-1-ol